ethyl (S)-1-amino-2-(1-(tert-butoxycarbonyl) pyrrolidin-2-yl)-4-(4-(pyridin-2-ylcarbamoyl)phenyl)-1H-imidazole-5-carboxylate NN1C(=NC(=C1C(=O)OCC)C1=CC=C(C=C1)C(NC1=NC=CC=C1)=O)[C@H]1N(CCC1)C(=O)OC(C)(C)C